ClC1=CC(=NC=N1)C=1NN=C2C=CC(=CC12)OC1(CC1)C 3-(6-Chloropyrimidin-4-yl)-5-(1-methylcyclopropoxy)-2H-indazole